s-butyl α-(ethoxycarbonyl)oxyisobutyrate C(C)OC(=O)OC(C(=O)OC(C)CC)(C)C